3-Methylbut-3-en CC(CC)=C